C1=NC=C(C2=CC=CC=C12)C1=CC=C(C=C1)C=1C=NN(C1)CC(=O)N1CCN(CC1)C(CCCCCCCCCC=O)NC(OC(C)(C)C)=O tert-butyl N-[l-1-[4-[2-[4-[4-(4-isoquinolyl)phenyl]pyrazol-1-yl]acetyl]piperazin-1-yl]-11-oxo-undecyl]carbamate